(+-)-trans-N-(8-amino-6-(4-methylisothiazol-5-yl)isoquinolin-3-yl)-2-cyanocyclopropanecarboxamide NC=1C=C(C=C2C=C(N=CC12)NC(=O)[C@H]1[C@@H](C1)C#N)C1=C(C=NS1)C |r|